COC=1C=C(C=C(C1CN1CCN(CC1)CCCC1=CC=C(C=C1)C(CCC)NC)OC)C=1N(C(C2=CN=CC=C2C1)=O)C (3,5-dimethoxy-4-((4-(3-(4-(1-(methylamino)butyl)phenyl)propyl)piperazin-1-yl)methyl)phenyl)-2-methyl-2,7-naphthyridin-1(2H)-one